[11C]methane [11CH4]